S1C2=C(C(=C1)C1=CN=C3C(=N1)N(C=N3)C(C)C=3C=C1C=CC=NC1=CC3F)C=CC=C2 6-(1-(6-(benzo[b]thiophen-3-yl)-imidazo[4,5-b]pyrazin-1-yl)-ethyl)-7-fluoroquinoline